[Nd].COCC(=O)NC\C=C\C=1C=C2C(=NC=NC2=CC1)NC1=CC(=C(C=C1)OC=1C=NC(=CC1)C)C (E)-2-methoxy-N-(3-(4-(3-methyl-4-(6-methylpyridin-3-yloxy)phenylamino)quinazolin-6-yl)allyl)acetamide neodymium